The molecule is a polyether that is the dimethyl ether derivative of diethylene glycol. It has a role as a solvent, a xenobiotic and an environmental contaminant. It derives from a diethylene glycol. COCCOCCOC